ClC1=NC(=NC=C1)N1C(OCC1)=O 3-(4-Chloropyrimidin-2-yl)oxazolidin-2-one